C(COCCO)O.[Zn] zinc diethylene glycol